P(OCC)(OCC)OCC1=CC=C(C=C1)C#N diethyl 4-cyanobenzyl phosphite